4-(1-(4-amino-2-bromophenyl)-1H-imidazol-4-yl)-N-(1-(methylsulfonyl)piperidin-4-yl)-5-(trifluoromethyl)pyrimidin-2-amine NC1=CC(=C(C=C1)N1C=NC(=C1)C1=NC(=NC=C1C(F)(F)F)NC1CCN(CC1)S(=O)(=O)C)Br